C(C)(C)(C)OC(=O)NC(C(=O)OC(C)(C)C)CCC1=CC(=C(C=C1)C(F)(F)F)Cl tert-Butyl 2-((tert-butoxycarbonyl) amino)-4-(3-chloro-4-(trifluoromethyl) phenyl)butanoate